CC1=NC=CC=C1C=1SC2=C(N1)C=CC(=C2)C(=O)O 2-(2-methylpyridin-3-yl)benzo[d]thiazole-6-carboxylic acid